C(C)(C)(C)C1N(CCNC1)C(=O)OC1=CC=CC=C1 phenyl tert-butylpiperazine-1-carboxylate